OC=1C(=NC=C(C(=O)N2[C@@H]3C=4C(=NN(C4CC2)C2=CC=C(C=C2)C(C)C)OCCN(C3)C(C=C)=O)C1)C(F)(F)F |r| (rac)-1-(5-(5-hydroxy-6-(trifluoromethyl)nicotinoyl)-2-(4-isopropylphenyl)-2,3,4,5,5a,6,8,9-octahydro-7H-10-oxa-1,2,5,7-tetraazacycloocta[cd]inden-7-yl)prop-2-en-1-one